C(N)(OC12C(CC(CC1)(CC2)CN2N=C(C1=C2CN(C1)C1=C2C=CC=NC2=C(C=C1)C#N)CC)CC1=CC=CC=C1)=O (benzyl 4-((5-(8-cyanoquinolin-5-yl)-3-ethyl-5,6-dihydropyrrolo[3,4-c]pyrazol-1(4H)-yl) methyl) bicyclo[2.2.2]oct-1-yl) carbamate